4-((1-(3-(difluoromethyl)-2-fluorophenyl)ethyl)amino)-2,8-dimethyl-6-(prop-1-en-2-yl)pyrido[2,3-d]pyrimidin-7(8H)-one FC(C=1C(=C(C=CC1)C(C)NC=1C2=C(N=C(N1)C)N(C(C(=C2)C(=C)C)=O)C)F)F